ClC1=C(C(=CC=C1)Cl)C1=NOC(=C1C(=O)O[C@H]1[C@@H]2CN([C@H](C1)C2)C=2SC1=C(N2)C(=CC(=C1)C(=O)OC)F)C1(CC1)F methyl 2-[(1S,4S,5R)-5-[[3-(2,6-dichlorophenyl)-5-(1-fluorocyclopropyl)-1,2-oxazol-4-yl]carbonyloxy]-2-azabicyclo[2.2.1]heptan-2-yl]-4-fluoro-1,3-benzothiazole-6-carboxylate